COC=1C(=NC=CC1C1=NOC(=N1)COC)NC1=C(N=NC(=C1)NC(CC)=O)C(=O)NC([2H])([2H])[2H] 4-({3-methoxy-4-[5-(methoxymethyl)-1,2,4-oxadiazol-3-yl]pyridin-2-yl}amino)-N-(2H3)methyl-6-propanamidopyridazine-3-carboxamide